3-(2-aminopyrimidin-5-yl)-9-(1-((6-chloro-2-(1,3,4-oxadiazol-2-yl)pyridin-3-yl)amino)ethyl)-7-methyl-4-(methyl-d3)imidazo[1,5-a]quinazolin-5(4H)-one NC1=NC=C(C=N1)C=1N=CN2C1N(C(C1=CC(=CC(=C21)C(C)NC=2C(=NC(=CC2)Cl)C=2OC=NN2)C)=O)C([2H])([2H])[2H]